ClC1=C2C(=NC=C1)NCC2(CC(F)F)C=2C=C(C=CC2)N2C(CN(CC2)CCC2CCN(CC2)C2=C1C(N(C(C1=CC(=C2)F)=O)C2C(NC(CC2)=O)=O)=O)=O {4-[2-(4-{3-[4-chloro-3-(2,2-difluoroethyl)-1H-pyrrolo[2,3-b]pyridin-3-yl]phenyl}-3-oxopiperazin-1-yl)ethyl]piperidin-1-yl}-2-(2,6-dioxopiperidin-3-yl)-6-fluoroisoindole-1,3-dione